Pyrimidyloxy benzoate C(C1=CC=CC=C1)(=O)OOC1=NC=CC=N1